C[C@H]([C@@H](C(=O)OC)N1C(CNCC1)=O)CC Methyl (2S,3S)-3-methyl-2-(2-oxopiperazin-1-yl)pentanoate